NC1=NC=NC=2C3=C(CC(C12)(C)C)C(=C(C=C3)O[C@@H]3CC[C@H](CC3)NC(OC(C)(C)C)=O)SCCC#N tert-butyl N-[trans-4-[[4-amino-7-(2-cyanoethylsulfanyl)-5,5-dimethyl-6H-benzo[h]quinazolin-8-yl]oxy]cyclohexyl]carbamate